6-tert-Butyl-2-(2,4-dimethylphenoxy)-N-[(2-methoxy-3-pyridyl)sulfonyl]pyridin-3-carboxamid C(C)(C)(C)C1=CC=C(C(=N1)OC1=C(C=C(C=C1)C)C)C(=O)NS(=O)(=O)C=1C(=NC=CC1)OC